7-methyl-2-((4-methyl-6-(1-methyl-1H-imidazol-4-yl)pyridin-3-yl)amino)-9-(2-oxaspiro[3.5]Nonan-7-yl)-7,9-dihydro-8H-purin-8-one CN1C(N(C2=NC(=NC=C12)NC=1C=NC(=CC1C)C=1N=CN(C1)C)C1CCC2(COC2)CC1)=O